1-methyl-4-[4-methyl-4-(4-methylquinolin-2-yl)piperidin-1-yl]-2-oxo-1,2-dihydroquinoline-3-carboxamide CN1C(C(=C(C2=CC=CC=C12)N1CCC(CC1)(C1=NC2=CC=CC=C2C(=C1)C)C)C(=O)N)=O